FC=1C=C(C=C(C1)C1=CC(=CC=C1)OC(F)(F)F)[C@H](CC(=O)[O-])NC(=O)NC=1C(N(C=CC1[O-])C)=O.[Na+].[Na+] sodium (S)-3-(5-fluoro-3'-(trifluoromethoxy)biphenyl-3-yl)-3-(3-(1-methyl-4-oxido-2-oxo-1,2-dihydropyridin-3-yl)ureido)propanoate